tert-Butyl 2-methyl-2-((4-methyl-3-((1-(naphthalen-1-yl)cyclopropyl)carbamoyl) phenoxy)methyl)azetidine-1-carboxylate CC1(N(CC1)C(=O)OC(C)(C)C)COC1=CC(=C(C=C1)C)C(NC1(CC1)C1=CC=CC2=CC=CC=C12)=O